4-(4-amino(trifluoromethyl)phenoxy)-3-fluoroaniline Methyl-6-chloro-7-methoxy-4-(thiazol-2-ylmethyl)-3,4-dihydro-2H-benzo[b][1,4]oxazine-8-carboxylate COC(=O)C1=C(C(=CC2=C1OCCN2CC=2SC=CN2)Cl)OC.NC2=CC(=C(OC1=C(C=C(N)C=C1)F)C=C2)C(F)(F)F